2-(2-phenylpentyl)imidazole C1(=CC=CC=C1)C(CC=1NC=CN1)CCC